C(C)(C)(C)OC(N(C)C=1C=C(C(=C2C3=C(NC12)N=CC(=C3Cl)I)Cl)F)=O (4,5-dichloro-6-fluoro-3-iodo-9H-pyrido[2,3-b]indol-8-yl)(methyl)carbamic acid tert-butyl ester